((5-(3-methyl-4-(trifluoromethoxy)phenyl)thiophen-2-yl)methyl)-(pyrimidin-5-yl)quinoxaline-2-carboxamide CC=1C=C(C=CC1OC(F)(F)F)C1=CC=C(S1)CC1=C2N=C(C(=NC2=CC=C1)C(=O)N)C=1C=NC=NC1